CC1=CCCC(=CCCC(=CCC(CC1)C(=C)C)C)C 1,5,9-trimethyl-12-(1-propen-2-yl)cyclotetradeca-1,5,9-triene